2-(2-(piperidin-1-yl)ethoxy)-5-(pyridin-2-yl)pyrazine N1(CCCCC1)CCOC1=NC=C(N=C1)C1=NC=CC=C1